BrC=1C=C(C=C(C1)Cl)C1=NCC(NC1)C 5-(3-bromo-5-chlorophenyl)-2-methyl-1,2,3,6-tetrahydropyrazine